ClC=1C=C(C=C(C1)Cl)N1N=C(C2=C1C=1C=C(C(=CC1OC2)OC)C=2C=C(C=CC2)NC(CCC(=O)N(CC(=O)O)C2CCNCC2)=O)C(=O)N2C(COCC2)(C)C N-(4-((3-(1-(3,5-dichlorophenyl)-3-(3,3-dimethylmorpholine-4-carbonyl)-7-methoxy-1,4-dihydrochromeno[4,3-c]pyrazol-8-yl)phenyl)amino)-4-oxobutanoyl)-N-(piperidin-4-yl)glycine